C(C)(C)(C)OC(=O)N1C(C2=CC(=CC(=C2C1)C(F)(F)F)C(CNC1(CCC1)C)O)=O.C(C1=CC=CC=C1)(C1=CC=CC=C1)N1C[C@H]1C1COC1 (2S,3R)-1-benzhydryl-3-(oxetan-3-yl)aziridine tert-butyl-6-(1-hydroxy-2-((1-methylcyclobutyl)amino)ethyl)-1-oxo-4-(trifluoromethyl)isoindoline-2-carboxylate